N1(N=CC=C1)CC=1C=C(CN2CCC(CC2)C(C(=O)O)(CCCCB(O)O)N)C=CC1 2-(1-(3-((1H-pyrazol-1-yl)methyl)benzyl)piperidin-4-yl)-2-amino-6-boronohexanoic acid